3,4-dihydro-2H-benzopyran-2-one O1C(CCC2=C1C=CC=C2)=O